[Br-].C(CC[C@@H](C)[C@H]1CC[C@H]2[C@@H]3CCC4CCCC[C@]4(C)[C@H]3CC[C@]12C)(=O)NCCC[N+](C)(C)CC=C 3-cholanamidopropyl-allyl-dimethyl-ammonium bromide